ClC1=C(C=CC=C1)C1=C(C=NN1)C(=O)NC=1C(=NC=CN1)N 5-(2-chlorophenyl)-N-(2-aminopyrazinyl)-1H-pyrazole-4-carboxamide